N,N'-bisacryloylethylenediamine C(C=C)(=O)NCCNC(C=C)=O